ClCC(=O)N[C@H](CC1=CC=CC=C1)C(=O)O N-α-Chloroacetyl-D-phenylalanine